5-(4-bromophenyl)furfural BrC1=CC=C(C=C1)C1=CC=C(C=O)O1